3-((3-((3R,4S)-4-(4-amino-3-(4-phenoxyphenyl)-1H-pyrazolo[3,4-d]pyrimidin-1-yl)-3-fluoropiperidin-1-yl)azetidin-1-yl)methyl)-3-fluoroazacyclobutan-1-carboxylic acid tert-butyl ester C(C)(C)(C)OC(=O)N1CC(C1)(F)CN1CC(C1)N1C[C@H]([C@H](CC1)N1N=C(C=2C1=NC=NC2N)C2=CC=C(C=C2)OC2=CC=CC=C2)F